1-Benzyl-N-((2-(((cyclobutylmethyl)amino)methyl)-1H-indol-6-yl)methyl)-2-oxo-1,2-dihydropyridine-4-carboxamide C(C1=CC=CC=C1)N1C(C=C(C=C1)C(=O)NCC1=CC=C2C=C(NC2=C1)CNCC1CCC1)=O